ClC1=CC(=CC(=N1)NC(OC(C)(C)C)=O)F tert-butyl N-(6-chloro-4-fluoropyridin-2-yl)carbamate